ClC=1C(=C2C=NNC2=C(C1F)NCC(CCl)(C)C)C=1N=CC=2N(C1)C=C(N2)NC(=O)[C@H]2[C@H](C2)F (1S,2S)-N-(6-(5-chloro-7-((3-chloro-2,2-dimethylpropyl)amino)-6-fluoro-1H-indazol-4-yl)imidazo[1,2-a]pyrazin-2-yl)-2-fluorocyclopropane-1-carboxamide